(rac)-((1s,3s)-3-Hydroxy-3-methylcyclobutyl)(6-(pyrazolo[1,5-a]pyridin-2-yl)-2-azaspiro[3.4]octan-2-yl)methanon OC1(CC(C1)C(=O)N1CC2(C1)C[C@@H](CC2)C2=NN1C(C=CC=C1)=C2)C |r|